N-[(3S,4S)-1-(2-fluoroethyl)-3-methyl-4-piperidyl]-6-{3-[4-(N-methylcarbamoyl)-2-anisidino]-1-propynyl}-1-(2,2,2-trifluoroethyl)-1H-1,3-benzimidazole-4-carboxamide FCCN1C[C@@H]([C@H](CC1)NC(=O)C1=CC(=CC=2N(C=NC21)CC(F)(F)F)C#CCNC=2C(OC)=CC=C(C2)C(NC)=O)C